N-(2,6-dichloro-4'-(ethylsulfonyl)-[1,1'-biphenyl]-4-yl)-3-methoxy-2-(4-(methylsulfonyl)phenyl)propionamide ClC1=C(C(=CC(=C1)NC(C(COC)C1=CC=C(C=C1)S(=O)(=O)C)=O)Cl)C1=CC=C(C=C1)S(=O)(=O)CC